Cl.C12CC(CC(CC1)N2)N2CCC1=C2N=NC(=C1)C1=C(C(=C(C=C1)C=1C=NNC1)F)F 7-[(3-exo)-8-azabicyclo[3.2.1]oct-3-yl]-3-[2,3-difluoro-4-(1H-pyrazol-4-yl)phenyl]-6,7-dihydro-5H-pyrrolo[2,3-c]pyridazine hydrochloride